[C@@H]1([C@H](O)[C@H](O)[C@@H](O)[C@@H](O1)C)O[C@@H](C=O)[C@@H](O)[C@@H](O)[C@H](O)CO 2-O-α-L-Rhamnopyranosyl-D-galactose